C1(CC1)C1=CC=2N(C=C1)C(=CN2)S(=O)(=O)NC=2C(=NC(=C(C2)F)OC(F)F)OC 7-cyclopropyl-N-[6-(difluoromethoxy)-5-fluoro-2-methoxy-3-pyridinyl]imidazo[1,2-a]pyridine-3-sulfonamide